2,3,5,6-tetra-methylbenzenesulfonamide CC1=C(C(=C(C=C1C)C)C)S(=O)(=O)N